(S)-2-(1-cyclopropyl-3,4-dimethyl-7-oxo-1,7-dihydro-6H-pyrazolo[3,4-d]pyridazin-6-yl)-N-(1-(p-tolyl)ethyl)acetamide C1(CC1)N1N=C(C2=C1C(N(N=C2C)CC(=O)N[C@@H](C)C2=CC=C(C=C2)C)=O)C